CN1C(N(C2=CC(=CC=C2C1)C(=O)[O-])C)=O Methyl-methyl-2-oxo-1,2,3,4-tetrahydroquinazoline-7-carboxylate